N-(4-(2-aminoethyl)phenyl)-2-(4,4-difluoropiperidin-1-yl)acetamide NCCC1=CC=C(C=C1)NC(CN1CCC(CC1)(F)F)=O